ClC1=C(C=CC=C1)C1[C@@H](OC1)C1=C(C=C(C=C1)F)F |o1:8| rel-(2R)-3-(2-chlorophenyl)-2-(2,4-difluorophenyl)oxetan